(R)-N-(2-((3-acrylamidopropyl)amino)-2-oxoethyl)-N-(1-(1-(naphthalen-1-yl)ethyl)piperidin-4-yl)cyclobutanecarboxamide C(C=C)(=O)NCCCNC(CN(C(=O)C1CCC1)C1CCN(CC1)[C@H](C)C1=CC=CC2=CC=CC=C12)=O